1-ethyl-5-(4,4,5,5-tetramethyl-1,3,2-dioxaborolan-2-yl)-1,2-dihydropyridin-2-one C(C)N1C(C=CC(=C1)B1OC(C(O1)(C)C)(C)C)=O